1-(2-((1R,3S,5R)-3-((6-bromo-3-methylpyridin-2-yl)carbamoyl)-5-methyl-2-azabicyclo[3.1.0]hexan-2-yl)-2-oxoethyl)-5-(2-methylpyrimidin-5-yl)-N-pentyl-1H-indazole-3-carboxamide BrC1=CC=C(C(=N1)NC(=O)[C@H]1N([C@@H]2C[C@@]2(C1)C)C(CN1N=C(C2=CC(=CC=C12)C=1C=NC(=NC1)C)C(=O)NCCCCC)=O)C